(+)-4-(4-{[2-(1,3-Dimethyl-1H-pyrazol-4-yl)pyrrolidin-1-yl]methyl}-2-fluorophenoxy)benzamid CN1N=C(C(=C1)C1N(CCC1)CC1=CC(=C(OC2=CC=C(C(=O)N)C=C2)C=C1)F)C